(1aS,5aS)-2-(2,4-Difluoro-phenyl)-1a,2,5,5a-tetrahydro-1H-2,3-diaza-cyclopropa[a]pentalene-4-carboxylic acid (1-pyridin-4-yl-cyclobutyl)-amide N1=CC=C(C=C1)C1(CCC1)NC(=O)C=1C=2C[C@H]3[C@@H](C2N(N1)C1=C(C=C(C=C1)F)F)C3